(3-(2-(tert-butyl)-4-fluorophenoxy)azetidin-1-yl)(pyridin-2-yl)methanone C(C)(C)(C)C1=C(OC2CN(C2)C(=O)C2=NC=CC=C2)C=CC(=C1)F